(3S,6S,10aR)-8-ethoxy-6-((S)-2-(methylamino)propanamido)-5-oxo-N-(4-phenyl-1,2,3-thiadiazol-5-yl)decahydropyrrolo[1,2-a]azocine-3-carboxamide C(C)OC1CC[C@@H]2N(C([C@H](C1)NC([C@H](C)NC)=O)=O)[C@@H](CC2)C(=O)NC2=C(N=NS2)C2=CC=CC=C2